C1(=CC=CC2=CC=C3C=C4C=CC=CC4=CC3=C12)NCCCN N'-tetraphenyl-1,3-propylenediamine